[C@H]12CN(C[C@H](CC1)N2)C=2C1=C(N=C(N2)N2CC(C2)(N)CC)C(=C(N=C1)C1=CC=CC2=CC=CC(=C12)Cl)F 1-(4-((1R,5S)-3,8-diazabicyclo[3.2.1]octan-3-yl)-7-(8-chloronaphthalen-1-yl)-8-fluoropyrido[4,3-d]pyrimidin-2-yl)-3-ethylazetidin-3-amine